PHOSPHORAMIDIT P([O-])([O-])N